2-(4-((methylamino)methyl)phenyl)benzo[d]oxazole-4-carboxamide CNCC1=CC=C(C=C1)C=1OC=2C(N1)=C(C=CC2)C(=O)N